C1=CC=CC=2C3=CC=CC=C3N(C12)C1=CC=C(C=C1)C1=C(C(=C(C(=C1C1=CC=C(C=C1)N1C2=CC=C(C=C2C=2C=C(C=CC12)C)C)C1=CC=C(C=C1)N1C2=CC=C(C=C2C=2C=C(C=CC12)C)C)C1=CC(=NC(=C1)C)C)C#N)C1=CC=C(C=C1)N1C2=CC=C(C=C2C=2C=C(C=CC12)C)C 4-(9H-carbazol-9-yl)-4''-(3,6-dimethyl-9H-carbazol-9-yl)-5',6'-bis(4-(3,6-dimethyl-9H-carbazol-9-yl)phenyl)-4'-(2,6-dimethylpyridin-4-yl)-[1,1':2',1''-terphenyl]-3'-carbonitrile